C1([C@H](O)[C@@H](O)[C@H](O)[C@H](O1)CO)OC[C@@H]1[C@H]([C@@H]([C@H]([C@@H](OC)O1)O)O)O methyl D-glucopyranosyl-(1→6)-α-D-glucopyranoside